FC(C(=O)[O-])(F)F.[NH+]1=CC=CC=C1 Pyridin-1-ium 2,2,2-trifluoroacetate